OC[C@@H](C1=CC=CC=C1)NC(OC(C)(C)C)=O (R)-tert-butyl (2-hydroxy-1-phenylethyl)carbamate